6-bromo-1-methyl-2-(piperidin-4-yl)-1H-indole BrC1=CC=C2C=C(N(C2=C1)C)C1CCNCC1